FC=1C(=CC=C2C(=NC(=NC12)OC[C@H]1N(CCC1)C)N1C2CN(C(C1)CC2)C(CC2C(NC(S2)=O)=O)=O)C2=CC(=CC1=CC=CC=C21)O 5-(2-(5-(8-fluoro-7-(3-hydroxynaphthalen-1-yl)-2-(((S)-1-methylpyrrolidin-2-yl)methoxy)quinazolin-4-yl)-2,5-diazabicyclo[2.2.2]octan-2-yl)-2-oxoethyl)thiazolidine-2,4-dione